tert-butyl ((3-chloropyrazin-2-yl)methyl)carbamate ClC=1C(=NC=CN1)CNC(OC(C)(C)C)=O